OCCNC(C1=CC=C(C=C1)C=1C2=C(N=C(N1)N1[C@H](CC1)C)CCC2)=O (S)-N-(2-hydroxyethyl)-4-(2-(2-methylazetidin-1-yl)-6,7-dihydro-5H-cyclopenta[d]pyrimidin-4-yl)benzamide